2-[(2S,5R)-2,5-dimethylpiperazin-1-yl]-6-methoxy-1,3-benzothiazole C[C@@H]1N(C[C@H](NC1)C)C=1SC2=C(N1)C=CC(=C2)OC